N-(3-chloro-2-fluoro-phenyl)-1-(3-cyano-benzyl)-5-methyl-1H-1,2,4-triazole-3-carboxamide ClC=1C(=C(C=CC1)NC(=O)C1=NN(C(=N1)C)CC1=CC(=CC=C1)C#N)F